NCCNC1=C(C=C(CNC(=O)NC=2SC=C(N2)C(C)(C)C2=CC=C(C=C2)Br)C=C1)F 1-(4-((2-aminoethyl)-amino)-3-fluorobenzyl)-3-(4-(2-(4-bromophenyl)-propan-2-yl)thiazol-2-yl)-urea